FC=1C(=C(C(=O)N2CCC(CC2)C2=C(N(C=3N(C2=O)N=C(N3)C=3CCOCC3)CC(=O)NC3=CC=C(C=C3)C(F)(F)F)C)C(=CC1)F)O 2-(6-(1-(3,6-difluoro-2-hydroxybenzoyl)piperidin-4-yl)-2-(3,6-dihydro-2H-pyran-4-yl)-5-methyl-7-oxo-[1,2,4]triazolo[1,5-a]pyrimidin-4(7H)-yl)-N-(4-(trifluoromethyl)phenyl)acetamide